2'-chloro-6-fluoro-5'-(2-(isopropylamino)-1-phenylethyl)-5-(2-methoxyethoxy)-[1,1'-biphenyl]-2-carboxamide ClC1=C(C=C(C=C1)C(CNC(C)C)C1=CC=CC=C1)C=1C(=CC=C(C1F)OCCOC)C(=O)N